2-Methyl-5-[5-(oxetan-3-ylmethyl)-1,2,4-oxadiazol-3-yl]aniline CC1=C(N)C=C(C=C1)C1=NOC(=N1)CC1COC1